3-methyl-1-[4-(trifluoromethoxy)phenyl]pyrazole CC1=NN(C=C1)C1=CC=C(C=C1)OC(F)(F)F